(S)-2-((1-(tert-butoxycarbonyl)piperidin-4-ylidene)methyl)-1-(oxetan-2-ylmethyl)-1H-benzo[d]imidazole-6-carboxylic acid methyl ester COC(=O)C=1C=CC2=C(N(C(=N2)C=C2CCN(CC2)C(=O)OC(C)(C)C)C[C@H]2OCC2)C1